C(CCCCNCCNCCNCCNCCNCCCCCCCCCCCCCCCCCCCCCCCCCCCNCCCCCC)(=O)O 6,9,12,15,18,46-hexaazadopentacontanoic acid